BrC=1C=C(C(=O)NCC2CC2)C=CN1 2-bromo-N-(cyclopropylmethyl)isonicotinamide